C(C)(C)(C)OC1=CC=C(CC(OC(NC(C(NC(C(NCC(=O)O)=O)CCCNC(=O)N)=O)C(C)C)=O)C2C3=CC=CC=C3C=3C=CC=CC23)C=C1 1-(4-(tert-butoxy)benzyl)-1-(9H-fluoren-9-yl)-5-isopropyl-3,6,9-trioxo-8-(3-ureidopropyl)-2-oxa-4,7,10-triazadodecan-12-oic acid